7-(4-cyclopropyl-6-methoxypyrimidin-5-yl)-4-ethynyl-1-(3-fluoro-4-(1-methyl-4-(trifluoromethyl)-1H-imidazol-2-yl)benzyl)-4-methyl-1,4-dihydro-2H-pyrimido[4,5-d][1,3]oxazin-2-one C1(CC1)C1=NC=NC(=C1C=1N=CC2=C(N(C(OC2(C)C#C)=O)CC2=CC(=C(C=C2)C=2N(C=C(N2)C(F)(F)F)C)F)N1)OC